3-methoxy-4-((1-(3-(1-methyl-1H-pyrazol-5-yl)phenoxy)propan-2-yl)oxy)benzonitrile COC=1C=C(C#N)C=CC1OC(COC1=CC(=CC=C1)C1=CC=NN1C)C